ClC=1C=C(C=CC1)C=1SC=CN1 2-(3-chloro-phenyl)-thiazole